3-amino-1-methyl-1H-pyrazole-5-carbonitrile NC1=NN(C(=C1)C#N)C